CCCCCCCCCC#CC#CCCCCCCCCCCCC 10,12-pentacosadiyn